O=C1C=CC(C1)NC(OC(C)(C)C)=O tert-Butyl N-(4-oxocyclopenta-2-en-1-yl)carbamate